3-amino-6-(5-(1-amino-3,3-difluoro-2-hydroxy-1-oxopropan-2-yl)-2-methylphenyl)-N-ethylpyrazine-2-carboxamide NC=1C(=NC(=CN1)C1=C(C=CC(=C1)C(C(=O)N)(C(F)F)O)C)C(=O)NCC